L-citrulline methylester COC([C@@H](N)CCCNC(=O)N)=O